5-(3-iodo-4-methoxyphenyl)thiazole-4-carboxylic acid IC=1C=C(C=CC1OC)C1=C(N=CS1)C(=O)O